2-cyclopropyl-3-phenylpropan-1-amine C1(CC1)C(CN)CC1=CC=CC=C1